C(=CC)N1C[C@H](C[C@@H]1COC)N1N=C(C(=C1NC)C(=O)N)C#CC1=C(C2=C(N(C(=N2)C2CC2)C)C=C1)F 1-((3s,5r)-1-propenyl-5-(methoxymethyl)pyrrolidin-3-yl)-3-((2-cyclopropyl-4-fluoro-1-methyl-1H-benzo[d]imidazol-5-yl)ethynyl)-5-(methylamino)-1H-pyrazole-4-carboxamide